(2S)-2-Amino-5-(diaminomethylideneamino)pentanoic acid N[C@H](C(=O)O)CCCN=C(N)N